Tert-butyl 2-((2-(1-methyl-2,6-dioxopiperidin-3-yl)-1,3-dioxoisoindolin-4-yl)oxy)acetate CN1C(C(CCC1=O)N1C(C2=CC=CC(=C2C1=O)OCC(=O)OC(C)(C)C)=O)=O